C(C)OC(=O)C=1C=NN(C1[C@H](C)OC)C=1C=NC=CC1 5-[(1S)-1-methoxyethyl]-1-(pyridin-3-yl)-1H-pyrazole-4-carboxylic acid ethyl ester